FC(C(C(C(C(F)(F)[NH3+])(F)F)(F)F)(F)F)C(F)(F)F dodecafluorohexyl-ammonium